C(#N)C1=CC=C(C=C1)C=1NC2=C(C=C(C=C2C1CCC(=O)O)F)F 3-[2-(4-cyanophenyl)-5,7-difluoro-1H-indol-3-yl]propanoic acid